C(C)S(=O)C(C(=O)[O-])C ethyl-sulfinoylpropanoate